5-(5-(2,4-difluorophenyl)furan-2-yl)-1-(methylsulfonyl)-1H-pyrazole FC1=C(C=CC(=C1)F)C1=CC=C(O1)C1=CC=NN1S(=O)(=O)C